tert-butyl 8-ethyl-7-(2-{[4-(methanesulfonylmethyl) phenyl] amino}-5H,6H,7H,8H-pyrido[3,4-d]pyrimidin-7-yl)-1H,2H,3H-pyrido[2,3-b][1,4]oxazine-1-carboxylate C(C)C1=C(C=NC=2OCCN(C21)C(=O)OC(C)(C)C)N2CC=1N=C(N=CC1CC2)NC2=CC=C(C=C2)CS(=O)(=O)C